2,6-dichloro-5-methoxypyrimidin-4-amine ClC1=NC(=C(C(=N1)N)OC)Cl